4-methyl-3-(1H-pyrrolo[2,3-b]pyridin-4-yloxy)benzamide CC1=C(C=C(C(=O)N)C=C1)OC1=C2C(=NC=C1)NC=C2